C1(CC1)C1=C(C(=NO1)C1=C(C=CC=C1)OC(F)(F)F)COC1C[C@H]2CC[C@@H](C1)N2C2=NN=C(O2)C2=CC(=CS2)C(=O)O 5-((1R,3r,5S)-(3-((5-cyclopropyl-3-(2-(trifluoromethoxy)phenyl)isoxazol-4-yl)methoxy)-8-azabicyclo[3.2.1]octan-8-yl)-1,3,4-oxadiazol-2-yl)thiophene-3-carboxylic acid